C(C)(C)(C)C=1NC=2N(C(C1)=O)N=CC2C2=CC(=CC=C2)Cl 5-(tert-butyl)-3-(3-chlorophenyl)pyrazolo[1,5-a]pyrimidin-7(4H)-one